OCCN1C(C(C2=CC=CC=C12)(C)C)C 1-(2-hydroxyethyl)-2,3,3-trimethyl-3H-indol